CS(=O)(=O)C1=C(C=C(OCC2CCN(CC2)C(=O)N2C[C@H](CC2)C(=O)N)C=C1)C(F)(F)F (3S)-1-[4-[[4-methylsulfonyl-3-(trifluoromethyl)phenoxy]methyl]piperidine-1-carbonyl]pyrrolidine-3-carboxamide